Methyl 1-(2-fluoroethyl)-1H-1,2,3-triazole-5-carboxylate FCCN1N=NC=C1C(=O)OC